(5'S,7a'R)-1-[6-(1H-imidazol-1-yl)pyridazin-3-yl]-5'-phenyltetrahydro-3'H-spiro[piperidine-4,2'-pyrrolo[2,1-b][1,3]oxazol]-3'-one N1(C=NC=C1)C1=CC=C(N=N1)N1CCC2(C(N3[C@H](O2)CC[C@H]3C3=CC=CC=C3)=O)CC1